[Ni](Br)Br.COCCOCCOC diethylene glycol dimethyl ether Nickel bromide